3-hydroxypropyl (E)-3-(1-(3,5-bis(trifluoromethyl)benzyl)-1H-pyrrolo[2,3-b]pyridin-3-yl)-2-cyanoacrylate FC(C=1C=C(CN2C=C(C=3C2=NC=CC3)/C=C(/C(=O)OCCCO)\C#N)C=C(C1)C(F)(F)F)(F)F